CN1N=CC(=C1)C=1C(=NC=C(N1)N1CCC2(CCC(N2CC(F)(F)F)=O)CC1)C#N 3-(1-methyl-1H-pyrazol-4-yl)-5-[2-oxo-1-(2,2,2-trifluoroethyl)-1,8-diazaspiro[4.5]dec-8-yl]pyrazine-2-carbonitrile